CN(C1=CC=C(C=C1)C=CC(=O)C1=CC=C(C=C1)OCCO)C 3-[4-(Dimethylamino)phenyl]-1-[4-(2-hydroxyethoxy)phenyl]prop-2-en-1-one